5'-chloro-2'-phenylspiro[adamantane-2,9'-fluorene] ClC1=C2C=3C=CC(=CC3C3(C2=CC=C1)C1CC2CC(CC3C2)C1)C1=CC=CC=C1